COCC=1C=C(C=CC1)CCO 2-[3-(methoxymethyl)phenyl]ethanol